1-[6-(1,1-Difluoro-3-methylbutyl)-3,3-dimethyl-1H,2H,3H-pyrrolo[3,2-c]pyridin-1-yl]-2-[(2R,5R)-5-methyl-2-(morpholin-4-ylmethyl)piperazin-1-yl]ethan-1-one hydrochloride Cl.FC(CC(C)C)(F)C1=CC2=C(C=N1)C(CN2C(CN2[C@H](CN[C@@H](C2)C)CN2CCOCC2)=O)(C)C